Tert-butyl (R)-4-(3'-(((5-chloro-2-methoxyphenyl)(1H-indole-2-yl)methyl)carbamoyl)-[1,1'-biphenyl]-4-yl)piperazine-1-carboxylate ClC=1C=CC(=C(C1)[C@H](C=1NC2=CC=CC=C2C1)NC(=O)C=1C=C(C=CC1)C1=CC=C(C=C1)N1CCN(CC1)C(=O)OC(C)(C)C)OC